C1(CCCC1)N1C(C(=CC2=C1N=C(N=C2)N[C@H]2[C@@H](CN(CC2)S(=O)(=O)C)F)C#N)=O 8-cyclopentyl-2-((3R,4R)-3-fluoro-1-(methylsulfonyl)piperidin-4-ylamino)-7-oxo-7,8-dihydropyrido[2,3-d]pyrimidine-6-carbonitrile